C(N)(=N)C=1C=C(SC1)[C@@H](C)NC(=O)[C@H]1N(CC2(OCCO2)C1)C(CNC(=O)C=1C=CC=2C(C3=CC=CC=C3C2C1)C)=O (8S)-N-[(1R)-1-(4-carbamimidoylthiophen-2-yl)ethyl]-7-{2-[(9-methyl-9H-fluoren-3-yl)formamido]acetyl}-1,4-dioxa-7-azaspiro[4.4]nonane-8-carboxamide